NC1=NC(=C(C=2N1N=C(N2)CN2N=NN=C2C2=NC=CC=C2)C2=CN(C(C=C2)=O)C)C2=C(C#N)C=CC=C2 (5-amino-8-(1-methyl-6-oxo-1,6-dihydropyridin-3-yl)-2-((5-(pyridin-2-yl)-1H-tetrazol-1-yl)methyl)-[1,2,4]triazolo[1,5-c]pyrimidin-7-yl)benzonitrile